CC1([C@H](C(CCC1)=C)C(\C=C\C)=O)C |r| (+-)-(E)-1-(2,2-DIMETHYL-6-METHYLENE-1-CYCLOHEXYL)-2-BUTEN-1-ONE